4-(2-chloro-5-methoxyphenyl)pyridine ClC1=C(C=C(C=C1)OC)C1=CC=NC=C1